4,4'-dithiobis[2,3,5,6-tetrafluoropyridine] FC1=NC(=C(C(=C1F)SSC1=C(C(=NC(=C1F)F)F)F)F)F